FC=1C(=NC(=NC1)OCC)NC=1C2=C(NN1)C(NC2)(C)C N-(5-fluoro-2-ethoxypyrimidin-4-yl)-6,6-dimethyl-1,4,5,6-tetrahydropyrrolo[3,4-c]pyrazol-3-amine